Iron thienyl-porphyrin S1C(=CC=C1)C1=C2NC(=C1)C=C1C=CC(=N1)C=C1C=CC(N1)=CC=1C=CC(N1)=C2.[Fe]